1,4-dichloro-tetrabromobenzene ClC1=C(C(=C(C(=C1Br)Br)Cl)Br)Br